4-((3-(2-(4-methylbenzoyl)-2-azaspiro[3.3]hept-6-yl)ureido)methyl)benzamide CC1=CC=C(C(=O)N2CC3(C2)CC(C3)NC(NCC3=CC=C(C(=O)N)C=C3)=O)C=C1